COC1=C(C(=CC=C1)OC)N1C(=NN=C1C=1C=NC=CC1)NS(=O)(=O)[C@@H]([C@H](C1=NC=C(N=C1)C)OC)C (1s,2r)-N-(4-(2,6-dimethoxyphenyl)-5-(3-pyridyl)-4H-1,2,4-triazol-3-yl)-1-methoxy-1-(5-methyl-2-pyrazinyl)-2-propanesulfonamide